FC(C1=C(C=NC=C1)C(=O)N)(F)F 4-(trifluoromethyl)pyridine-3-formamide